6-((5-cyclopropyl-pyridin-2-yl)amino)-N-ethoxy-4-((2-(N-methyl-methanesulfonamido)phenyl)amino)nicotinamide C1(CC1)C=1C=CC(=NC1)NC1=NC=C(C(=O)NOCC)C(=C1)NC1=C(C=CC=C1)N(S(=O)(=O)C)C